2-(5-(3-fluorophenyl)-3-hydroxypicolinamido)acetic acid FC=1C=C(C=CC1)C=1C=C(C(=NC1)C(=O)NCC(=O)O)O